OC1=CC=C(CCNCC#CC2=CC=C(C=C2)N2CCN(CC2)C(C)=O)C=C1 1-(4-(4-(3-((4-hydroxyphenethyl)amino)prop-1-yn-1-yl)phenyl)piperazin-1-yl)ethan-1-one